2-(1-hydroxyethyl)-benzimidazole hydrochloride Cl.OC(C)C=1NC2=C(N1)C=CC=C2